COC=1N=CC=C2C1N(C=C2C=2C(=CC(=C(N)C2)C)OC=2C=NC=CC2)C 5-(7-methoxy-1-methyl-1H-pyrrolo[2,3-c]pyridin-3-yl)-2-methyl-4-(pyridin-3-yloxy)aniline